4-(7-bromo-2,6-dichloro-8-fluoroquinazolin-4-yl)-2-(cyanomethyl)piperazine-1-carboxylic acid tert-butyl ester C(C)(C)(C)OC(=O)N1C(CN(CC1)C1=NC(=NC2=C(C(=C(C=C12)Cl)Br)F)Cl)CC#N